CN(C1CC2(CN(C2)C(CCS(=O)(=O)C)=O)C1)C=1C2=C(N=CN1)NC=C2 1-(6-(methyl(7H-pyrrolo[2,3-d]pyrimidin-4-yl)amino)-2-azaspiro[3.3]heptan-2-yl)-3-(methylsulfonyl)propan-1-one